C(C1=CC=CC=C1)(C1=CC=CC=C1)(C1=CC=CC=C1)NC(C(=C)C)=O N-trityl-methacrylamide